1-((3R,4S)-4-((5-(1-(2,2-difluoroethyl)-1H-benzo[d][1,2,3]triazol-6-yl)-6-fluoro-4-(methoxy-d3)pyrrolo[2,1-f][1,2,4]triazin-2-yl)amino)-3-fluoropiperidin-1-yl)ethan-1-one-2,2,2-d3 FC(CN1N=NC2=C1C=C(C=C2)C=2C(=CN1N=C(N=C(C12)OC([2H])([2H])[2H])N[C@@H]1[C@@H](CN(CC1)C(C([2H])([2H])[2H])=O)F)F)F